(E)-5-(2-(4-(2-(dimethylamino)ethoxy)phenyl)-4-(pyridin-4-yl)-1H-imidazol-5-yl)-2,3-dihydro-1H-inden-1-one oxime CN(CCOC1=CC=C(C=C1)C=1NC(=C(N1)C1=CC=NC=C1)C=1C=C2CC\C(\C2=CC1)=N/O)C